ethyl 2-(2,5-difluoro-4-(4-hydroxy-3-isopropylbenzyl)-3-methylphenoxy)acetate FC1=C(OCC(=O)OCC)C=C(C(=C1C)CC1=CC(=C(C=C1)O)C(C)C)F